3-(N-(4-fluorophenyl)sulfamoyl)-N-(3-(methylsulfonamido)phenyl)benzamide FC1=CC=C(C=C1)NS(=O)(=O)C=1C=C(C(=O)NC2=CC(=CC=C2)NS(=O)(=O)C)C=CC1